OC1=C(C2=C(C=3CCCOC13)C(=C(C(O2)=O)CC(N2CCCCC2)=O)C)C=O 6-hydroxy-1-methyl-3-oxo-2-(2-oxo-2-(piperidin-1-yl)ethyl)-3,8,9,10-tetrahydropyrano[3,2-f]chromene-5-carbaldehyde